C(CCC)OC=1C=C(C=C(C(=O)OC)C1)C(=O)OC Dimethyl 5-butoxyisophthalate